(S)-N-(6-(4-methyl-2-oxooxazolidin-3-yl)isoquinolin-3-yl)cyclopropanecarboxamide tert-Butyl-6-bromo-4-oxo-3,4-dihydroquinoline-1(2H)-carboxylate C(C)(C)(C)OC(=O)N1CCC(C2=CC(=CC=C12)Br)=O.C[C@@H]1N(C(OC1)=O)C=1C=C2C=C(N=CC2=CC1)NC(=O)C1CC1